palladium (0) tetrakis(triphenylphosphane) C1(=CC=CC=C1)P(C1=CC=CC=C1)C1=CC=CC=C1.C1(=CC=CC=C1)P(C1=CC=CC=C1)C1=CC=CC=C1.C1(=CC=CC=C1)P(C1=CC=CC=C1)C1=CC=CC=C1.C1(=CC=CC=C1)P(C1=CC=CC=C1)C1=CC=CC=C1.[Pd]